C1(CCC1)N(S(=O)(=O)NC=1C(=C(C(=O)C2=CNC3=NC=C(C=C32)C=3C=NC(=NC3)C3CC3)C(=CC1)F)F)C 3-[3-[[cyclobutyl(methyl)sulfamoyl]amino]-2,6-difluoro-benzoyl]-5-(2-cyclopropylpyrimidin-5-yl)-1H-pyrrolo[2,3-b]pyridine